1-Benzyl-N-[2-(1-isobutylpyrazol-4-yl)-4-methyl-5-oxo-7,8-dihydro-6H-pyrazolo[1,5-a][1,3]diazepin-6-yl]-1,2,4-triazol-3-carboxamid C(C1=CC=CC=C1)N1N=C(N=C1)C(=O)NC1C(N(C=2N(CC1)N=C(C2)C=2C=NN(C2)CC(C)C)C)=O